4-amino-2-oxo-pyrrolidin NC1CC(NC1)=O